C(#C)C=1C(=CC=C2C=C(C=C(C12)C1COC2=C(N=C(N=C2N2CC(CCCC2)NC(C=C)=O)OC[C@H]2N(CCC2)C)O1)O)F N-(1-(7-(8-ethynyl-7-fluoro-3-hydroxynaphthalen-1-yl)-2-(((S)-1-methylpyrrolidin-2-yl)methoxy)-6,7-dihydro-[1,4]dioxino[2,3-d]pyrimidin-4-yl)azepan-3-yl)acryl-amide